1,4,8,11-tetraazacyclotetradecane-5,7,12-trione N1CCNC(CC(NCCNC(CC1)=O)=O)=O